CC1=C(SC(=C1)C1=CC=C(C=C1)COC1CCOCC1)C(=O)N1C[C@H](CC1)NC(OC(C)(C)C)=O tert-butyl (S)-[1-(3-methyl-5-{4-[(tetrahydro-2H-pyran-4-yloxy)methyl]phenyl}thiophene-2-carbonyl)pyrrolidin-3-yl]carbamate